(2R,3R,4R,5S)-1-(((1s,4S)-4-cyclopropylcyclohexyl)methyl)-2-methylpiperidine-3,4,5-triol C1(CC1)C1CCC(CC1)CN1[C@@H]([C@H]([C@@H]([C@H](C1)O)O)O)C